7-((4-(6-(methylcarbamoyl)pyridin-3-yl)piperazin-1-yl)methyl)pyrrolo[1,2-a]quinoxalin-4(5H)-one CNC(=O)C1=CC=C(C=N1)N1CCN(CC1)CC=1C=C2NC(C=3N(C2=CC1)C=CC3)=O